phenacyl 3-[phenacyl-(phenacylamino)-amino]benzoate C(C(=O)C1=CC=CC=C1)N(C=1C=C(C(=O)OCC(=O)C2=CC=CC=C2)C=CC1)NCC(=O)C1=CC=CC=C1